Ethyl 6-cyano-1-cyclobutyl-1H-indole-2-carboxylate C(#N)C1=CC=C2C=C(N(C2=C1)C1CCC1)C(=O)OCC